8-hydroxybicyclo[3.2.1]octane-1-carboxylic acid OC1C2(CCCC1CC2)C(=O)O